FC1=C(C=CC=C1F)CN1C(CCC1=O)CC(=O)OC methyl 2-[1-[(2,3-difluorophenyl)methyl]-5-oxopyrrolidin-2-yl]acetate